CNC=1NC=CN1 2-(methylamino)-1H-imidazol